diisopropyl bis(propyl acetoacetate) C(CC)CC(CC(=O)OC(C)C)=O.C(CC)CC(CC(=O)OC(C)C)=O